C(#N)C1=C(OC=2C=C3C(N(C=NC3=CC2)C2CCC3(CCN(C3)C(=O)OC(C)(C)C)CC2)=O)C(=CC=C1NS(N(C)CC)(=O)=O)F tert-butyl 8-[6-[2-cyano-3-[[ethyl(methyl)sulfamoyl]amino]-6-fluoro-phenoxy]-4-oxo-quinazolin-3-yl]-2-azaspiro[4.5]decane-2-carboxylate